2-((5-chloropyridin-3-yl)methyl)-6-(2-(2,2,2-trifluoroethoxy)pyrimidin-5-yl)pyridazin-3(2H)-one ClC=1C=C(C=NC1)CN1N=C(C=CC1=O)C=1C=NC(=NC1)OCC(F)(F)F